7,8,9-trifluoro-1H,2H,3H,4H,6H,7H,12H,12bH-indolo[2,3-a]quinolizin-4-one FC1C2=C(C3CCCC(N3C1)=O)NC1=CC=C(C(=C12)F)F